(3R,3aR,6R,6aR)-6-((6-chloro-5-(phenylethynyl)-1H-imidazo[4,5-b]pyridin-2-yl)oxy)hexahydrofuro[3,2-b]furan-3-ol ClC=1C=C2C(=NC1C#CC1=CC=CC=C1)N=C(N2)O[C@@H]2CO[C@H]1[C@@H]2OC[C@H]1O